dimethylsilylenebis(4-phenylindenyl)titanium dichloride [Cl-].[Cl-].C[Si](=[Ti+2](C1C=CC2=C(C=CC=C12)C1=CC=CC=C1)C1C=CC2=C(C=CC=C12)C1=CC=CC=C1)C